BrC1=C(C=C2C(=C(C(=NC2=C1F)SC)C#CC)N([C@H]1[C@H]2CN([C@@H]1C2)C(=O)OC(C)(C)C)C(=O)OC(C)(C)C)CCC#N tert-Butyl (1R,4R,5S)-5-((7-bromo-6-(2-cyanoethyl)-8-fluoro-2-(methylthio)-3-(prop-1-yn-1-yl)quinolin-4-yl)(tert-butoxycarbonyl)amino)-2-azabicyclo[2.1.1]hexane-2-carboxylate